C(C)C1=CC=CC(=N1)C1=NNC=C1C=1N=C2C=C(C=NC2=CC1)C1=NN(C=C1)CCNC 2-[3-[6-[3-(6-ethyl-2-pyridyl)-1H-pyrazol-4-yl]-1,5-naphthyridin-3-yl]pyrazol-1-yl]-N-methyl-ethanamine